1,3,5-tri(1-phenyl-1H-benzimidazol-2-yl)benzenebehenyl-triethoxysilane C1(=CC=CC=C1)N1C(=NC2=C1C=CC=C2)C2(CC(=CC(=C2)C2=NC1=C(N2C2=CC=CC=C2)C=CC=C1)C1=NC2=C(N1C1=CC=CC=C1)C=CC=C2)CCCCCCCCCCCCCCCCCCCCCC[Si](OCC)(OCC)OCC